COC(=O)C=1C=CC2=C(CC(O2)OC2COCC2)C1 ((tetrahydrofuran-3-yl)oxy)-2,3-dihydrobenzofuran-5-carboxylic acid methyl ester